N-benzyl-2-methyl-pyridine-3-carboxamide C(C1=CC=CC=C1)NC(=O)C=1C(=NC=CC1)C